NC1=CC=C(C=C1)C1N(CCC1)C(=O)OC(C)(C)C t-butyl 2-(4-aminophenyl)pyrrolidine-1-carboxylate